10-(carbomethoxy)decyldimethyl-methoxysilane C(=O)(OC)CCCCCCCCCC[Si](OC)(C)C